O(C1=CC=CC=C1)C=1C=C(C=CC1)CCCOP(=O)(O)NC(C)=O N-3-(3-phenoxyphenyl)propylphosphonoacetamide